C1(CC1)C1=NC=CC=C1C1=C(OC=2C(=NC=NC2)N2CC3(CCN(C3)CC3=CC4=C(NC(N4)=O)C=C3)CC2)C=CC(=C1)F 5-((7-(5-(2-(2-cyclopropylpyridin-3-yl)-4-fluorophenoxy)pyrimidin-4-yl)-2,7-diazaspiro[4.4]non-2-yl)methyl)-1,3-dihydro-2H-benzo[d]imidazol-2-one